tert-butyl N-(tert-butoxycarbonyl)-N-(7-{3-[(3-fluoro-2-methoxyphenyl)amino]-4-oxo-1H,5H,6H,7H-pyrrolo[3,2-c]pyridin-2-yl}-[1,2]oxazolo[4,5-b]pyridin-3-yl)carbamate C(C)(C)(C)OC(=O)N(C(OC(C)(C)C)=O)C1=NOC=2C1=NC=CC2C2=C(C=1C(NCCC1N2)=O)NC2=C(C(=CC=C2)F)OC